2-cyclopentyl-N-(4-(methylsulfonyl)but-3-en-2-yl)-4-phenoxypyrimidine-5-carboxamide C1(CCCC1)C1=NC=C(C(=N1)OC1=CC=CC=C1)C(=O)NC(C)C=CS(=O)(=O)C